O(C=1C=C(C=CC1)N1C(C(C(C1([2H])[2H])([2H])[2H])([2H])[2H])([2H])[2H])C=1C=C(C=CC1)N1C(C(C(C1([2H])[2H])([2H])[2H])([2H])[2H])([2H])[2H] 1,1'-(Oxybis(3,1-phenylene))bis-(pyrrolidine-2,2,3,3,4,4,5,5-d8)